2-(4'-butyl-[1,1'-biphenyl]-3-yl)-6-nitroquinoline-4-carboxylic acid C(CCC)C1=CC=C(C=C1)C1=CC(=CC=C1)C1=NC2=CC=C(C=C2C(=C1)C(=O)O)[N+](=O)[O-]